4-(7-(2-((tert-butoxycarbonyl)amino)benzo[d]thiazol-4-yl)-6-chloro-2-(3-(dimethylamino)-3-methylazetidin-1-yl)-8-fluoroquinazolin-4-yl)piperazine-1-carboxylic acid tert-butyl ester C(C)(C)(C)OC(=O)N1CCN(CC1)C1=NC(=NC2=C(C(=C(C=C12)Cl)C1=CC=CC2=C1N=C(S2)NC(=O)OC(C)(C)C)F)N2CC(C2)(C)N(C)C